Cl.N[C@@H](C[C@H]1C(NCC1)=O)C(C1OCCC1)=O (3S)-3-((2S)-2-amino-3-oxo-3-(tetrahydrofuran-2-yl)propyl)pyrrolidin-2-one hydrochloride